bis(4-(trifluoromethyl) phenyl) phosphonite P(OC1=CC=C(C=C1)C(F)(F)F)OC1=CC=C(C=C1)C(F)(F)F